OC1=C(C2=CC=C(C=C2C=C1)O)S(=O)(=O)O hydroxy-6-hydroxy-naphthalene-sulfonic acid